OC1=CC(=CC2=CC3=CC=CC(=C3C=C12)O)CO 1,8-dihydroxyl-3-hydroxymethyl-anthracene